tert-Butyl N-(5-[1-[4-(2,2,2-trifluoroethoxy)phenyl]pyrazol-4-yl]-1H-indol-3-yl)carbamate FC(COC1=CC=C(C=C1)N1N=CC(=C1)C=1C=C2C(=CNC2=CC1)NC(OC(C)(C)C)=O)(F)F